N1C=C(C=C1)CNC1=CC(=C(C=C1)NC(CCCCCCCCC)=O)N N-(4-(((1H-pyrrol-3-yl)methyl)amino)-2-aminophenyl)decanamide